(3-(5-(ethoxymethyl)-1,2,4-oxadiazol-3-yl)-2-methoxy(Phenyl)amino)-N-methylpyridazine-3-carboxamide C(C)OCC1=NC(=NO1)C=1C(=C(C=CC1)NC1=C(N=NC=C1)C(=O)NC)OC